((2S,5R)-4-(1-(4-fluoro-2-(1-methoxyethyl)phenyl)ethyl)-2,5-dimethylpiperazin-1-yl)-4-methyl-2,4-dihydro-5H-pyrazolo[4,3-b]pyridin-5-one FC1=CC(=C(C=C1)C(C)N1C[C@@H](N(C[C@H]1C)N1N=C2C(N(C(C=C2)=O)C)=C1)C)C(C)OC